[Br-].C[N+](C)(C1CCCCC1)CCC N,N-dimethylpropyl-cyclohexylammonium bromide